3-CINNOLINECARBOXALDEHYDE N1=NC(=CC2=CC=CC=C12)C=O